4-((3S,4R)-4-amino-3-fluoropiperidin-1-yl)-N1-((R)-pyrrolidin-3-yl)-3-(2H-tetrazol-5-yl)benzene-1,2-disulfonamide N[C@H]1[C@H](CN(CC1)C=1C(=C(C(=CC1)S(=O)(=O)N[C@H]1CNCC1)S(=O)(=O)N)C=1N=NNN1)F